(Z)-1-(2-(4-(benzyloxy)phenyl)-4-methoxybenzofuran-5-yl)-3-hydroxy-3-phenylpropan-2-en-1-one C(C1=CC=CC=C1)OC1=CC=C(C=C1)C=1OC2=C(C1)C(=C(C=C2)C(\C=C(\C2=CC=CC=C2)/O)=O)OC